methyllithium sulfite S(=O)(O)O.C[Li]